FC=1C=C(C=CC1F)[C@@]1(CN2[C@H](CO1)CN(CC2)C(=O)C2=CC(=CC=C2)C=2C(=NNC2)F)O [(3R,9aS)-3-(3,4-difluorophenyl)-3-hydroxy-1,4,6,7,9,9a-hexahydropyrazino[2,1-c][1,4]oxazin-8-yl]-[3-(3-fluoro-1H-pyrazol-4-yl)phenyl]methanone